FC(C(=O)O)(F)F.O=C1C=C(OC2=CC=CC=C12)C(=O)N 4-oxo-4H-chromene-2-carboxamide trifluoroacetate salt